1,1,1,3,3,3-hexafluoropropan-2-yl 1-(3-hydroxybenzyl)-1,8-diazaspiro[4.5]decane-8-carboxylate OC=1C=C(CN2CCCC23CCN(CC3)C(=O)OC(C(F)(F)F)C(F)(F)F)C=CC1